2-(3-aminomethyl-phenyl)-5-trifluoromethyl-2H-pyrazole-3-carboxylic acid {3-[(cyclopropylmethyl-amino)-naphthalen-2-yl-methyl]-phenyl}-amide C1(CC1)CNC(C=1C=C(C=CC1)NC(=O)C=1N(N=C(C1)C(F)(F)F)C1=CC(=CC=C1)CN)C1=CC2=CC=CC=C2C=C1